[Cl-].[Cl-].C(CCC)C1(C=CC=C1)[Zr+2]C1(C=CC=C1)CCCC Bis(n-butylcyclopentadienyl)zirconium(IV) dichloride